tert-butyl N-[1-[(3-bromo-2-thienyl) methyl]-2-hydroxy-ethyl]-N-methyl-carbamate BrC1=C(SC=C1)CC(CO)N(C(OC(C)(C)C)=O)C